C1(CCCCC1)NC(CNC[C@@H]1[C@@H]([C@H]([C@H]2OC(OC[C@H]2O1)(C)C)N1N=NC(=C1)C1=C(C(=C(C=C1)C)F)F)OC)=O N-cyclohexyl-2-((((4aR,6R,7R,8R,8aR)-8-(4-(2,3-difluoro-4-methylphenyl)-1H-1,2,3-triazol-1-yl)-7-methoxy-2,2-dimethylhexahydropyrano[3,2-d][1,3]dioxin-6-yl)methyl)amino)acetamide